N1=C(C=CC2=CC=CC=C12)[N-]C(C)=O 2-quinolyl-acetylamide